CN1C(C(=C(C=C1C)C(F)(F)F)C=1C=CC(=C2CCCOC12)CCC(=O)O)=O 3-(8-(1,6-dimethyl-2-oxo-4-(trifluoromethyl)-1,2-dihydropyridin-3-yl)chroman-5-yl)propanoic acid